CNC(C(=O)O)(C)C 2-(methylamino)isobutyric acid